5-Amino-8-furan-2-yl-3-{2-[4-(4-methoxy-phenyl)-imidazol-1-yl]-ethyl}-1-methyl-1,3-dihydro-[1,2,4]triazolo[5,1-i]purin-2-one NC=1N2C(C=3N(C(N(C3N1)CCN1C=NC(=C1)C1=CC=C(C=C1)OC)=O)C)=NC(=N2)C=2OC=CC2